OC1CN(C2CC12)C(=O)OC(C)(C)C tert-butyl 4-hydroxy-2-azabicyclo[3.1.0]hexane-2-carboxylate